N-[5-(2,6-difluoro-4-methoxyphenyl)-2-{6-[(2-methoxyethyl)amino]-3-(trifluoromethyl)pyridin-2-yl}-1-methyl-3-oxo-2,3-dihydro-1H-pyrazol-4-yl]-4-(difluoromethoxy)benzamide FC1=C(C(=CC(=C1)OC)F)C1=C(C(N(N1C)C1=NC(=CC=C1C(F)(F)F)NCCOC)=O)NC(C1=CC=C(C=C1)OC(F)F)=O